C1(CC1)N1CCN(CC1)C=1C=CC(=C(C(=O)N)C1)[N+](=O)[O-] 5-(4-cyclopropylpiperazin-1-yl)-2-nitrobenzamide